2-(3-(4-((2-(4-methoxyphenyl)quinolin-4-yl)amino)piperidin-1-yl)propyl)isoindoline-1,3-dione dihydrochloride Cl.Cl.COC1=CC=C(C=C1)C1=NC2=CC=CC=C2C(=C1)NC1CCN(CC1)CCCN1C(C2=CC=CC=C2C1=O)=O